tert-butyl-4-chloro-6-(1-methylpyrazol-4-yl)pyrazolo[1,5-a]pyrazine C(C)(C)(C)C1=NN2C(C(=NC(=C2)C=2C=NN(C2)C)Cl)=C1